NC\C=C(\CN1N=NC2=C1C=C(C=C2C=2C=CC(=C(C2)S(=O)(=O)NC2CC2)OC)C(=O)N2CCCC2)/F (Z)-5-(1-(4-amino-2-fluorobut-2-en-1-yl)-6-(pyrrolidin-1-carbonyl)-1H-benzo[d][1,2,3]triazol-4-yl)-N-cyclopropyl-2-methoxybenzenesulfonamide